N-ETHYLACETAMIDE C(C)NC(C)=O